N-{[4-(hydroxymethyl)phenyl]methyl}acetamide OCC1=CC=C(C=C1)CNC(C)=O